di-iso-propylaminomethylsilane C(C)(C)N(C(C)C)C[SiH3]